tert-butyl 4-(6-acetyl-2-(4-(2,4-difluorophenoxy)piperidin-1-yl)-5,6,7,8-tetrahydropyrido[3,4-b]pyrazin-3-yl)-3,6-dihydropyridine-1(2H)-carboxylate C(C)(=O)N1CC2=NC(=C(N=C2CC1)N1CCC(CC1)OC1=C(C=C(C=C1)F)F)C=1CCN(CC1)C(=O)OC(C)(C)C